COC(=O)C=1N(C(N(C1)C(C1=CC=CC=C1)(C1=CC=CC=C1)C1=CC=CC=C1)=O)C 3-methyl-2-oxo-1-trityl-2,3-dihydro-1H-imidazole-4-carboxylic acid methyl ester